(4-isocyanatophenyl)morpholine-3-one N(=C=O)C1=CC=C(C=C1)N1C(COCC1)=O